(S)-1-isopropylpyrrolidin C(C)(C)N1CCCC1